(S,E)-methyl 7-(1-(2-(bicyclo[1.1.1]pentan-1-ylamino)-2-oxoethyl)-2-oxo-1,2-dihydropyridin-3-ylamino)-7-oxo-6-(1,2,4-thiadiazole-5-carboxamido)hept-2-enoate C12(CC(C1)C2)NC(CN2C(C(=CC=C2)NC([C@H](CC/C=C/C(=O)OC)NC(=O)C2=NC=NS2)=O)=O)=O